2,4,6-tribromoanisole BrC1=C(C(=CC(=C1)Br)Br)OC